O-(((2R,3S,5R)-3-hydroxy-5-(5-methyl-2,4-dioxo-3,4-dihydropyrimidin-1(2H)-yl)tetrahydrofuran-2-yl)methyl) phosphorothioate P(OC[C@H]1O[C@H](C[C@@H]1O)N1C(NC(C(=C1)C)=O)=O)([O-])([O-])=S